[NH4+].[O-2].[Mn+2].[Fe+2] iron-manganese oxide ammonium